5-methyl-2-(4-{[(3R)-1-methylpiperidin-3-yl]amino}phthalazin-1-yl)pyridin-3-ol CC=1C=C(C(=NC1)C1=NN=C(C2=CC=CC=C12)N[C@H]1CN(CCC1)C)O